5,10-methenyltetrahydrofolate C(CC[C@@H](C(=O)O)NC(=O)C1=CC=C(N2C=[N+]3C=4C(NC(=NC4NCC3C2)N)=O)C=C1)(=O)[O-]